CC1(CN(CC1)C(=O)[C@H]1N(CC2=CC=CC=C2C1)C(=O)OC(C)(C)C)C tert-butyl (3S)-3-[(3,3-dimethylpyrrolidin-1-yl)carbonyl]-3,4-dihydro-1H-isoquinoline-2-carboxylate